C(#N)C=1C=CC(=C2C=CC=NC12)N1C[C@]2(C[C@]2(C1)C(F)(F)F)C(=O)NC1CCN(CC1)C1COC1 |o1:14,16| (1R,5S) or (1S,5R)-3-(8-cyanoquinolin-5-yl)-N-(1-(oxetan-3-yl)piperidin-4-yl)-5-(Trifluoromethyl)-3-azabicyclo[3.1.0]hexane-1-carboxamide